C(C1=CC=CC=C1)OC1=CC=C(C=C1)C1(COC1)O 3-(4-benzyloxyphenyl)oxetan-3-ol